C(=O)(OC(C(F)(F)F)(C(F)(F)F)F)OOC(=O)OC(C(F)(F)F)(C(F)(F)F)F diheptafluoroisopropyl peroxydicarbonate